6-(2-((2-(4-(trifluoromethoxy)phenyl)-1H-benzo[d]imidazol-1-yl)methyl)phenoxy)hexanoic acid sodium salt [Na+].FC(OC1=CC=C(C=C1)C1=NC2=C(N1CC1=C(OCCCCCC(=O)[O-])C=CC=C1)C=CC=C2)(F)F